CN(\C=C(\C(=O)OCC)/[N+]#[C-])C ethyl (2Z)-3-(dimethylamino)-2-isocyanoacrylate